valerolactone (valproate) C(C(CCC)CCC)(=O)O.C1(CCCCO1)=O